[Br-].C(=[NH2+])N formamidinium Bromide